C(C1=CC=CC=C1)OC([C@H](CO)NC(=O)OC(C)(C)C)=O (2S)-3-hydroxy-2-[(2-methylpropan-2-yl)oxycarbonylamino]Propionic acid benzyl ester